O[C@]12[C@@H](C[C@H]3[C@@H]4CC[C@H]([C@@H](CC[C@H](C(C)C)C)C)[C@]4(CC[C@@H]3[C@]2(CC[C@@H](C1)O)C)C)NCCCCN 5α-hydroxy-6β-(4-aminobutylamino)campestan-3β-ol